3-[[3-[4-cyano-3-[3-(difluoromethoxy)-5-methyl-pyrazol-1-yl]phenyl]imidazo[4,5-b]pyridin-6-yl]amino]-N,N,6-trimethyl-pyridazine-4-carboxamide C(#N)C1=C(C=C(C=C1)N1C=NC=2C1=NC=C(C2)NC=2N=NC(=CC2C(=O)N(C)C)C)N2N=C(C=C2C)OC(F)F